2-(pyridin-2-yl)imidazo[4,5-c]Pyridine-6-carboxylic acid methyl ester COC(=O)C=1CC=2C(=CN1)N=C(N2)C2=NC=CC=C2